C(CCCCCC\C=C/CCCCCC)C=1C=C(C=CC1)O (Z)-3-(pentadec-8-en-1-yl)phenol